FC(OC1=C(C=C(C=C1)SC)C1=NN(C=C1NC(=O)C=1C=NN2C1N=CC=C2)C2C(N(CC2)C)=O)F N-[3-[2-(difluoromethoxy)-5-methylsulfanyl-phenyl]-1-(1-methyl-2-oxo-pyrrolidin-3-yl)pyrazol-4-yl]pyrazolo[1,5-a]pyrimidine-3-carboxamide